2-(3-(adamantan-1-yl)-2-(methoxymethoxy)-5-methylphenyl)-4,4,5,5-tetramethyl-1,3,2-dioxaborolane C12(CC3CC(CC(C1)C3)C2)C=2C(=C(C=C(C2)C)B2OC(C(O2)(C)C)(C)C)OCOC